2-amino-6-chloro-3-nitropyridine NC1=NC(=CC=C1[N+](=O)[O-])Cl